C(C)OC(=O)C=1N=C2N(N1)[C@@H](C[C@H]2F)CC2CC2 trans-5-(cyclopropylmethyl)-7-fluoro-6,7-dihydro-5H-pyrrolo[1,2-b][1,2,4]triazole-2-carboxylic acid ethyl ester